{4-[6-Amino-5-(p-chlorophenyl)-4-pyrimidinyl]-1-{[p-(trifluoromethyl)phenyl]methyl}-1H-pyrazol-3-yl}methanol NC1=C(C(=NC=N1)C=1C(=NN(C1)CC1=CC=C(C=C1)C(F)(F)F)CO)C1=CC=C(C=C1)Cl